2-(BUTYLAMINO)ACETIC ACID C(CCC)NCC(=O)O